N-[[4-[5-amino-4-cyano-1-(5,5-dimethyltetrahydrofuran-3-yl)pyrazol-3-yl]phenyl]methyl]-2-methoxy-benzamide NC1=C(C(=NN1C1COC(C1)(C)C)C1=CC=C(C=C1)CNC(C1=C(C=CC=C1)OC)=O)C#N